C1(CC1)[C@H](C)C=1C(=C2CCCC2=CC1)NC(=O)C1=C(SC(=C1)C(C)(C)O)S(=O)(N)=N ((5-((S)-1-cyclopropylethyl)-2,3-dihydro-1H-inden-4-yl)carbamoyl)-5-(2-hydroxypropan-2-yl)thiophene-2-sulfonimidamide